ClCC1=C(C=C(C(=C1)OC)OC)C1=C(C=CC(=C1)C)S(=O)(=O)N (2-(chloromethyl)-4,5-dimethoxyphenyl)-4-methylbenzenesulfonamide